ClC1=C(CNC2=CC=CC3=C2NC(=NS3(=O)=O)O)C=CC=C1 5-((2-chlorobenzyl)amino)-3-hydroxy-4H-benzo[e][1,2,4]thiadiazine 1,1-dioxide